FC1=C(C(=CC=C1)C(F)(F)F)NC(=O)NC(CC(C)=O)=O N-((2-fluoro-6-trifluoromethylphenyl)carbamoyl)-3-oxobutanamide